N,N-dimethyldipropylenetriamine CN(C)CCCNCCCN